4-(4-((4-(ethylsulfonyl)piperazin-1-yl)methyl)phenyl)-1H-1,2,3-triazol C(C)S(=O)(=O)N1CCN(CC1)CC1=CC=C(C=C1)C=1N=NNC1